4-Phenyl-2-(thiophen-2-yl)quinolinemalonic acid, mandelate salt C(C(O)C1=CC=CC=C1)(=O)O.C1(=CC=CC=C1)C1=CC(NC2=CC=CC=C12)(C(C(=O)O)C(=O)O)C=1SC=CC1